1-[2-[4-[(3S)-3-(2-methyl-1,3-oxazol-4-yl)-1,2-oxazolidine-2-carbonyl]piperidin-1-yl]pyrimidin-4-yl]pyrrolidin-2-one CC=1OC=C(N1)[C@H]1N(OCC1)C(=O)C1CCN(CC1)C1=NC=CC(=N1)N1C(CCC1)=O